(R)-3-hydroxy-1-methyl-3-(5-(6-(2-(methylthio)pyrimidin-4-yl)pyridin-2-yl)isoxazol-3-yl)pyrrolidin-2-one O[C@@]1(C(N(CC1)C)=O)C1=NOC(=C1)C1=NC(=CC=C1)C1=NC(=NC=C1)SC